10-(4-bromobenzoyl)-9-fluoro-7-nitro-1,2,3,4-tetrahydropyrimido[1,2-a]indole BrC1=CC=C(C(=O)C2=C3N(C=4C=C(C=C(C24)F)[N+](=O)[O-])CCCN3)C=C1